3,5-bis(2-fluoro-acetyl)-phenylalanine FCC(=O)C=1C=C(C[C@H](N)C(=O)O)C=C(C1)C(CF)=O